4-(7-bromo-9,9-didodecyl-9H-fluoren-2-yl)phenol BrC1=CC=C2C=3C=CC(=CC3C(C2=C1)(CCCCCCCCCCCC)CCCCCCCCCCCC)C1=CC=C(C=C1)O